Tri(2-methyl-2-pentyl)citrate CC(C)(CCC)C(C(C(C(=O)[O-])(C(C)(CCC)C)C(C)(CCC)C)(O)C(=O)[O-])C(=O)[O-]